6-(tert-butyl) 3-methyl 2-hydroxy-5,7-dihydro-6H-pyrrolo[3,4-b]pyridine-3,6-dicarboxylate OC1=C(C=C2C(=N1)CN(C2)C(=O)OC(C)(C)C)C(=O)OC